ClC1=C(C=C(C=C1)[C@H]([C@@H]1[C@H]([C@H]([C@@H](C1)N1N=CC\2=C1NC=N/C2=N/N)O)O)O)F (1S,2R,3R,5R)-3-((S)-(4-chloro-3-fluorophenyl)(hydroxy)methyl)-5-((E)-4-hydrazineylidene-4,7-dihydro-1H-pyrazolo[3,4-d]pyrimidin-1-yl)cyclopentane-1,2-diol